C(C)(C)(C)OC(=O)NC(C(=O)O)C1CCC(CC1)C 2-(tert-butoxycarbonyl-amino)-2-(4-methylcyclohexyl)acetic acid